8-((6-Bromopyridin-2-yl)(4-methoxybenzyl)amino)-6-(2-hydroxycyclohexylamino)imidazo[1,2-b]pyridazine-3-carbonitrile BrC1=CC=CC(=N1)N(C=1C=2N(N=C(C1)NC1C(CCCC1)O)C(=CN2)C#N)CC2=CC=C(C=C2)OC